N-(4-((6-cyano-7-(2-morpholinoethoxy)quinolin-4-yl)oxy)-3-fluorophenyl)-5-(4-fluorophenyl)-6-oxo-2,3,5,6-tetrahydrofuro[3,2-c]pyridine-7-carboxamide C(#N)C=1C=C2C(=CC=NC2=CC1OCCN1CCOCC1)OC1=C(C=C(C=C1)NC(=O)C1=C2C(=CN(C1=O)C1=CC=C(C=C1)F)CCO2)F